FC(C(=O)O)(F)F.FC=1C=C(NC2C(NC(CC2)=O)=O)C=CC1N1CCC(CC1)C1CCN(CC1)CC1=C(C=C(C=C1)C1=CN(C(C2=CN=CC=C12)=O)C([2H])([2H])[2H])OC(F)(F)F 3-[3-fluoro-4-[4-[1-[[4-[1-oxo-2-(trideuteriomethyl)-2,7-naphthyridin-4-yl]-2-(trifluoromethoxy)phenyl]methyl]-4-piperidyl]-1-piperidyl]anilino]piperidine-2,6-dione trifluoroacetate